4-((7-chloro-2,4-dioxo-3-phenethyl-3,4-dihydroquinazolin-1(2H)-yl)methyl)-N-hydroxybenzoamide ClC1=CC=C2C(N(C(N(C2=C1)CC1=CC=C(C(=O)NO)C=C1)=O)CCC1=CC=CC=C1)=O